(R)-1-(3-(2-methyl-3-(4,4,5,5-tetramethyl-1,3,2-dioxaborolan-2-yl)phenoxy)propyl)pyrrolidin-3-ol CC1=C(OCCCN2C[C@@H](CC2)O)C=CC=C1B1OC(C(O1)(C)C)(C)C